C(C)C1=NSC=C1 3-ethylisothiazol